C1(C(CN2CC=CC=C12)=O)=O Indolizindione